ClC1=C2C=CN(C2=C(C=C1)OCCC1CCCCC1)C 4-chloro-7-(2-cyclohexylethoxy)-1-methyl-1H-indole